Cl.C[C@@H]1N(CCNC1)CC=CC (S)-2-methyl-1-(2-butenyl)piperazine hydrochloride